CN1N=CC(=C1)NC1=NC=CC(=N1)C1=CC2CCC(C1)N2C(CC#N)=O 3-(3-(2-((1-methyl-1H-pyrazol-4-yl)amino)pyrimidin-4-yl)-8-azabicyclo[3.2.1]oct-2-en-8-yl)-3-oxopropanenitrile